FC=1C=CC(=NC1)CN1CC(CC1)CNC(=O)C1CCN(CC1)C1=NC(=NO1)C1=CC=C(C=C1)OC N-((1-((5-fluoropyridin-2-yl)methyl)pyrrolidin-3-yl)methyl)-1-(3-(4-methoxyphenyl)-1,2,4-oxadiazol-5-yl)piperidine-4-carboxamide